2-[[6-[(2,5-dichloropyrimidin-4-yl)amino]-1-methyl-2-oxo-3-quinolyl]oxy]-N-methyl-acetamide ClC1=NC=C(C(=N1)NC=1C=C2C=C(C(N(C2=CC1)C)=O)OCC(=O)NC)Cl